tert-butyl (12aR)-9-bromo-10-fluoro-8-methoxy-3,4,12,12a-tetrahydro-6H-pyrazino[2,1-c][1,4]benzooxazepine-2(1H)-carboxylate BrC1=C(C2=C(CN3[C@@H](CO2)CN(CC3)C(=O)OC(C)(C)C)C=C1OC)F